(R)-1-(3-(1-((6-(2-cyclopropoxyethoxy)-7-methoxy-2-methylquinazolin-4-yl)amino)ethyl)phenyl)-1,1-difluoro-2-methylpropan-2-ol C1(CC1)OCCOC=1C=C2C(=NC(=NC2=CC1OC)C)N[C@H](C)C=1C=C(C=CC1)C(C(C)(O)C)(F)F